heptafluoro-2,2-dimethyl-3,5-octanedione FC(C(C(C(C(C(F)(F)F)(C)C)=O)(F)F)=O)(CC)F